2-(((1R,3S)-3-(3H-imidazo[4,5-b]pyridin-3-yl)cyclohexyl)amino)-4-(1-(2,2-difluoroethyl)-1H-pyrazol-4-yl)pyrimidine-5-carbonitrile N1=CN(C2=NC=CC=C21)[C@@H]2C[C@@H](CCC2)NC2=NC=C(C(=N2)C=2C=NN(C2)CC(F)F)C#N